NC=1C2=C(N=CN1)N(C=C2C#N)CC(=O)N(C(C)C)CC(=O)NCC2=C(C(=CC=C2)Cl)F 2-(4-amino-5-cyano-7H-pyrrolo[2,3-d]pyrimidin-7-yl)-N-(2-((3-chloro-2-fluorophenylmethyl)amino)-2-oxoethyl)-N-isopropylacetamide